rel-4-((S)-5-(3-chloro-2-fluoro-5-(trifluoromethyl)phenyl)-5-(trifluoromethyl)-4,5-dihydro-isoxazol-3-yl)-2-methyl-N-((R*)-2-(2,2,2-trifluoroethyl)-isoxazolidin-4-yl)benzamide ClC=1C(=C(C=C(C1)C(F)(F)F)[C@@]1(CC(=NO1)C1=CC(=C(C(=O)N[C@@H]2CN(OC2)CC(F)(F)F)C=C1)C)C(F)(F)F)F |o1:11,23|